2-(4-((4-(3-ethoxy-4-(trifluoromethyl)benzyl)piperazin-1-yl)methyl)-2,6-dimethylphenoxy)-2-methylpropanoic acid C(C)OC=1C=C(CN2CCN(CC2)CC2=CC(=C(OC(C(=O)O)(C)C)C(=C2)C)C)C=CC1C(F)(F)F